6-[3-(5-chloro-2-fluoro-phenyl)-1H-pyrazol-4-yl]-N-methyl-N-[rac-(3R)-1-methylpyrrolidin-3-yl]-1,5-naphthyridin-3-amine ClC=1C=CC(=C(C1)C1=NNC=C1C=1N=C2C=C(C=NC2=CC1)N([C@H]1CN(CC1)C)C)F |r|